O-ethyl O-(4-nitrophenyl) phenyl phosphorothioate P(OCC)(OC1=CC=C(C=C1)[N+](=O)[O-])(OC1=CC=CC=C1)=S